N(=C=O)C(C)(C)C1=CC=C(C=C1)OC(OC1=CC=C(C=C1)C(C)(C)N=C=O)=O bis(4-(1-isocyanato-1-methylethyl) phenyl)-carbonate